ClC=1C=C2C(=NC=NC2=C(C1C1=CC=C(C2=C1N=CS2)F)F)NC2CN(C2)C(C#C[Si](C)(C)C)=O 1-[3-[[6-chloro-8-fluoro-7-(7-fluoro-1,3-benzothiazol-4-yl)quinazolin-4-yl]amino]azetidin-1-yl]-3-trimethylsilyl-prop-2-yn-1-one